isohexyl ether phosphate P(=O)(O)(O)O.C(CCC(C)C)OCCCC(C)C